4-cyclohexanedimethylamine C1(CCC(CC1)CN)CN